FC1=C(C(=CC=C1)F)CN1N=NC(=C1)C(=O)N 1-[(2,6-difluorophenyl)methyl]-1H-1,2,3-triazole-4-carboxamide